(2R)-2-Amino-3-(3-methoxyphenyl)-N-[4-(1H-pyrrolo[2,3-b]pyridin-4-yl)phenyl]propenamide NC(C(=O)NC1=CC=C(C=C1)C1=C2C(=NC=C1)NC=C2)=CC2=CC(=CC=C2)OC